C(C)(C)(C)OC(=O)N1C(CNC(C1)CN1[C@@H](COC[C@H]1C)C)C 5-{[(3R,5R)-3,5-dimethylmorpholin-4-yl]Methyl}-2-methylpiperazine-1-carboxylic acid tert-butyl ester